[N-](S(=O)(=O)C(F)(F)F)S(=O)(=O)C(F)(F)F.OCC[N+](CCCCCCCCCCCCCCCC)(C)CCO bis(2-hydroxyethyl)-methyl-hexadecylammonium bis(trifluoromethanesulfonyl)imide salt